The molecule is the furanose form of D-tagatose 1,6-bisphosphate. It derives from a D-tagatofuranose. It is a conjugate acid of a D-tagatofuranose 1,6-bisphosphate(4-). C([C@@H]1[C@@H]([C@@H](C(O1)(COP(=O)(O)O)O)O)O)OP(=O)(O)O